1-(9-(4-amino-5-(6-(cyclopentyloxy)pyridin-3-yl)-7-methyl-7H-pyrrolo[2,3-d]pyrimidin-6-yl)-3-azaspiro[5.5]undec-8-en-3-yl)prop-2-en-1-one NC=1C2=C(N=CN1)N(C(=C2C=2C=NC(=CC2)OC2CCCC2)C2=CCC1(CCN(CC1)C(C=C)=O)CC2)C